trans-4-[8-fluoro-5-(4-fluoro-3-methoxy-phenyl)-6-tetrahydropyran-4-yl-1H-pyrrolo[2,3-f]indazol-7-yl]cyclohexanecarboxylic acid FC=1C2=C(C=C3C=NNC13)N(C(=C2[C@@H]2CC[C@H](CC2)C(=O)O)C2CCOCC2)C2=CC(=C(C=C2)F)OC